2-[3-(1-ethoxyvinyl)pyrazin-2-yl]-4H-1,3,4-oxadiazin-5-one C(C)OC(=C)C=1C(=NC=CN1)C=1OCC(NN1)=O